NCC=1N=C2N(C=C(C=C2N2C(CCC2)=O)C2CC2)C1 1-(2-(aminomethyl)-6-cyclopropylimidazo[1,2-a]pyridin-8-yl)pyrrolidin-2-one